FC1=C(C(=O)NC2=CC=C(C=C2)C(F)(F)F)C=C(C=C1)[N+](=O)[O-] 2-fluoro-5-nitro-N-(4-trifluoromethyl-phenyl)-benzamide